phenanthrene-1,2,3,4,5,6,7,8,10-d9 C1(=C(C(=C(C2=C3C(=C(C(=C(C3=CC(=C12)[2H])[2H])[2H])[2H])[2H])[2H])[2H])[2H])[2H]